3a,4,7,7a-Tetrahydro-4,7-methanoinden C1C=CC2C3C=CC(C12)C3